FC1=C(C(=CC=C1)C1=NC=CC=N1)C(=O)N1[C@@H]2[C@@H](C[C@H](C1)CC2)OC2=NC=C(C=C2)C(F)(F)F (2-fluoro-6-(pyrimidin-2-yl)phenyl)((1S,4R,6R)-6-((5-(trifluoromethyl)pyridin-2-yl)oxy)-2-azabicyclo[2.2.2]octan-2-yl)methanone